C(C)OC([C@@H](N(CCCCCC)C(=O)OCC)CC(C)C)=O N-(ethoxycarbonyl)-N-hexylleucine ethyl ester